(R)-2-((9-(6-aminopyrimidin-4-yl)-6H-dibenzo[b,d]pyran-3-yl)oxy)-3-phenylpropionamide NC1=CC(=NC=N1)C=1C=CC2=C(C3=C(OC2)C=C(C=C3)O[C@@H](C(=O)N)CC3=CC=CC=C3)C1